3,5-dimethyl-N-(oxetan-3-yl)-1H-pyrazole-4-carboxamide CC1=NNC(=C1C(=O)NC1COC1)C